Chloro(p-methyl-isopropylphenyl)[(R,R)-N-(p-toluenesulfonyl)-1,2-cyclohexanediamine] ruthenium (II) [Ru+2].Cl[C@]1([C@](CCCC1)(NS(=O)(=O)C1=CC=C(C)C=C1)C1=C(C=C(C=C1)C)C(C)C)N